Propyl-methoxymethyl-morpholine tert-butyl-((5-bromo-3H-imidazo[4,5-b]pyridin-2-yl)methyl)carbamate C(C)(C)(C)N(C(O)=O)CC1=NC=2C(=NC(=CC2)Br)N1.C(CC)C1N(CCOC1)COC